C(C)(C)NCC(COC1=C2C=C(NC2=CC=C1)C)O (isopropylamino)-3-((2-methyl-1H-indol-4-yl)oxy)propan-2-ol